2,2',2''-(2-(4-isothiocyanatobenzyl)-1,4,7-triazonane-1,4,7-triyl)triacetic acid N(=C=S)C1=CC=C(CC2N(CCN(CCN(C2)CC(=O)O)CC(=O)O)CC(=O)O)C=C1